N-{[4-(2-{2-[3-(2-aminoethyl)imidazo[1,2-a]pyridin-6-yl]-5-fluorophenoxy}ethyl)-1,5-dimethyl-1H-pyrazol-3-yl]methyl}-N-methylacetamide NCCC1=CN=C2N1C=C(C=C2)C2=C(OCCC=1C(=NN(C1C)C)CN(C(C)=O)C)C=C(C=C2)F